C(C1=CC=CC=C1)OC1=C(C=CC(=C1)Br)F 2-(benzyloxy)-4-bromo-1-fluorobenzene